C(C)(C)(C)C=1C(=NN(C1N)C)C1CC(C1)(F)F 4-(tert-butyl)-3-(3,3-difluorocyclobutyl)-1-methyl-1H-pyrazol-5-amine